tert-butyl (1-(2,2-dimethyl-4,6-dioxo-1,3-dioxan-5-yl)-3-phenylpropan-2-yl)carbamate CC1(OC(C(C(O1)=O)CC(CC1=CC=CC=C1)NC(OC(C)(C)C)=O)=O)C